(R)-6-(6-chloro-4-(1-(methylsulfonyl)-4-(3-phenyl-propioloyl)piperazin-2-yl)pyridin-2-yl)-N-methylpyrimidine-4-carboxamide ClC1=CC(=CC(=N1)C1=CC(=NC=N1)C(=O)NC)[C@H]1N(CCN(C1)C(C#CC1=CC=CC=C1)=O)S(=O)(=O)C